1,4-bis(4-amino-2-trifluoromethylphenoxy)-benzene NC1=CC(=C(OC2=CC=C(C=C2)OC2=C(C=C(C=C2)N)C(F)(F)F)C=C1)C(F)(F)F